FC(C1=NC(=NO1)C=1C=C2C(=NC1)C(CC2)NC(C2=CC=CC=C2)=O)F N-(3-(5-(difluoromethyl)-1,2,4-oxadiazol-3-yl)-6,7-dihydro-5H-cyclopenta[b]pyridin-7-yl)benzamide